O1N=C(CC1)C1=CC(=CC2=C1OCCO2)B(O)O (8-(4,5-dihydroisoxazol-3-yl)-2,3-dihydrobenzo[b][1,4]dioxin-6-yl)boronic acid